O[C@@H]1C[C@@H](CC1)C(=O)O (1R,3S)-3-hydroxycyclopentanecarboxylic acid